6-(1-methyl-1H-pyrazol-4-yl)pyrido[4,3-d]pyrimidin-7(6H)-one CN1N=CC(=C1)N1C=C2C(N=CN=C2)=CC1=O